N1(C=NCC1)N ImidazolineAmine